C1(CC1)COC1=C(C=CC(=N1)C(=O)NC(CC)(CC)COCF)N1CCCC1 6-(cyclopropylmethoxy)-N-{3-[(fluoromethoxy)methyl]pent-3-yl}-5-(pyrrolidin-1-yl)pyridine-2-carboxamide